C(C1=CC=CC=C1)OC1=NC(=CC=C1N1C(N(C2=C1C=CC(=C2)OC2=CC=C(C=C2)CC(=O)OC)C)=O)OCC2=CC=CC=C2 methyl 2-[4-[1-(2,6-dibenzyloxy-3-pyridyl)-3-methyl-2-oxo-benzimidazol-5-yl]oxyphenyl]acetate